N=C1SCC(N1)=O 2-iminothiazolidin-4-one